C1(=CC=CC=C1)\C=C(/CC)\[C@H]1[C@@H](C1)N (1R,2S)-2-((E)-1-phenylbut-1-en-2-yl)cyclopropylamine